3-Amino-4-(7-fluoro-1H-indazol-4-yl)-7-methyl-6-(oxetan-3-yl)-1H-1,5-naphthyridin-2-one NC=1C(NC2=CC(=C(N=C2C1C1=C2C=NNC2=C(C=C1)F)C1COC1)C)=O